5-(4-phenoxyphenyl)-6-(piperidin-4-ylethynyl)-7-(tetrahydrofuran-3-yl)-7H-pyrrolo[2,3-d]pyrimidin-4-amine O(C1=CC=CC=C1)C1=CC=C(C=C1)C1=C(N(C=2N=CN=C(C21)N)C2COCC2)C#CC2CCNCC2